N1(CCNCC1)C(=O)[NH-].[Zn+2].N1(CCNCC1)C(=O)[NH-] zinc piperazinoamide salt